2-(5-(8-methoxy-[1,2,4]triazolo[1,5-a]pyridin-6-yl)-4-(2,2,2-trifluoroethyl)-1H-pyrazol-3-yl)-5-(1-propylpiperidin-4-yl)thiazole COC=1C=2N(C=C(C1)C1=C(C(=NN1)C=1SC(=CN1)C1CCN(CC1)CCC)CC(F)(F)F)N=CN2